(3-(2,5-dioxo-2,5-dihydro-1H-pyrrol-1-yl)propanamido)-2-methylpropanamide O=C1N(C(C=C1)=O)CCC(=O)NC(C(=O)N)(C)C